5-(3,5-di-tert-butylphenyl)-2-mesitylimidazo[1,5-a]pyridin-2-ium chloride [Cl-].C(C)(C)(C)C=1C=C(C=C(C1)C(C)(C)C)C1=CC=CC=2N1C=[N+](C2)C2=C(C=C(C=C2C)C)C